2-[[(1R)-1-(3,6-dimethyl-4-oxo-2-phenyl-chromen-8-yl)ethyl]amino]-6-fluoro-benzohydrazide CC1=C(OC2=C(C=C(C=C2C1=O)C)[C@@H](C)NC1=C(C(=O)NN)C(=CC=C1)F)C1=CC=CC=C1